C1=NC=C(C2=CC=CC=C12)N1C(N(CC1C#N)C1=CC=CC=C1)=O 3-(isoquinolin-4-yl)-2-oxo-1-phenylimidazolidine-4-carbonitrile